ClC1=C(C=C(CNC(C(C)C)=O)C=C1)C=1NC(C=C(N1)C=1C=NC(=CC1)OCC1CCOCC1)=O N-(4-chloro-3-{6-oxo-4-[6-(tetrahydropyran-4-ylmethoxy)pyridin-3-yl]-1,6-dihydropyrimidin-2-yl}benzyl)isobutyramide